ClC=1C(=NC(=NC1)NC1=CC=C(C=C1)N1CCN(CC1)C)C(=O)NC1=C(C=CC=C1OC)Cl 5-chloro-N-(2-chloro-6-methoxyphenyl)-2-((4-(4-methylpiperazin-1-yl)phenyl)amino)pyrimidine-4-carboxamide